CC(=C)CC(C)(C)C diIsobutylene